C(#N)C1=CC(=C(COC2=CC=CC(=N2)N2CCN([C@@H]3CC[C@H]23)C(=O)OC(C)(C)C)C=C1)F |r| rac-tert-Butyl (1R,6S)-5-(6-((4-cyano-2-fluorobenzyl)oxy)pyridin-2-yl)-2,5-diazabicyclo[4.2.0]octane-2-carboxylate